N[C@H](C(=O)O)CC1=CC=C(C=C1)C=1C(=NN(C1)C)COC1CCC1 (S)-2-amino-3-(4-(3-(cyclobutoxymethyl)-1-methyl-1H-pyrazol-4-yl)phenyl)propanoic acid